(4-methoxyphenyl)methylbenzylsulfonium COC1=CC=C(C=C1)C[SH+]CC1=CC=CC=C1